4-[[4-fluoro-3-[4-[4-[[2-(2-hydroxyethyl)-3-oxo-1-(2-pyridyl)pyrazolo[3,4-d]pyrimidin-6-yl]amino]phenyl]piperazine-1-carbonyl]phenyl]methyl]-2H-phthalazin-1-one FC1=C(C=C(C=C1)CC1=NNC(C2=CC=CC=C12)=O)C(=O)N1CCN(CC1)C1=CC=C(C=C1)NC1=NC=C2C(=N1)N(N(C2=O)CCO)C2=NC=CC=C2